2'-chloro-N-(5-((5-(2-hydroxypropan-2-yl)pyridin-2-yl)methoxy)-1,3,4-thiadiazol-2-yl)-6-methyl-(4,4'-bipyridine)-3-carboxamide ClC1=NC=CC(=C1)C1=C(C=NC(=C1)C)C(=O)NC=1SC(=NN1)OCC1=NC=C(C=C1)C(C)(C)O